benzyl (2-hydroxyacetyl)-L-alaninate OCC(=O)N[C@@H](C)C(=O)OCC1=CC=CC=C1